5-(3-(2,5-dihydro-1H-pyrrol-3-yl)-2-fluoro-6-hydroxyphenyl)-1,2,5-thiadiazolidin-3-one 1,1-dioxide N1CC(=CC1)C=1C(=C(C(=CC1)O)N1CC(NS1(=O)=O)=O)F